4-methyl-6-oxo-(4-tert-butylphenyl)-phenyl-1,6-dihydropyridazine-3-carboxylic acid CC=1C=CC(C(C1)=O)N1N=C(C(=CC1)C1=CC=C(C=C1)C(C)(C)C)C(=O)O